(3S,3'S)-4,4'-((((((2,2'-dimethyl-[1,1'-biphenyl]-3,3'-diyl)bis(methylene))bis(oxy))bis(2-methoxypyridine-6,3-diyl))bis(methylene))bis(azanediyl))bis(3-hydroxybutanoic acid) CC1=C(C=CC=C1COC1=CC=C(C(=N1)OC)CNC[C@H](CC(=O)O)O)C1=C(C(=CC=C1)COC1=CC=C(C(=N1)OC)CNC[C@H](CC(=O)O)O)C